3-methoxy-[1,1'-biphenyl] COC=1C=C(C=CC1)C1=CC=CC=C1